3-methoxy-5-hydroxy-4-[(3''R-4''S)-p-menthenyl]Trans-stilbene COC=1C=C(C=C(C1C1C=C(CCC1C(C)C)C)O)\C=C\C1=CC=CC=C1